C(C)(C)OC1=CC=C(N)C=C1 4-isopropoxyaniline